Cl.FC(C1C(CNCC1)O)(F)F 4-(trifluoromethyl)piperidin-3-ol hydrochloride